methylamine iodide salt [I-].CN